C1(CC(CCC1)C=O)C=O 1,3-Cyclohexandicarbaldehyd